ClC=1NC=2N(C(C1)=O)N=C(C2C(=O)N2CC(C2)CF)C2=NC=CC=N2 5-chloro-3-(3-(fluoromethyl)azetidine-1-carbonyl)-2-(pyrimidin-2-yl)pyrazolo[1,5-a]pyrimidin-7(4H)-one